ethyl (R)-2-amino-2-methyl-3-phenylpropionate N[C@@](C(=O)OCC)(CC1=CC=CC=C1)C